2-[(2-bromo-3-pyridyl)oxy]-1-(4-chlorophenyl)ethanone BrC1=NC=CC=C1OCC(=O)C1=CC=C(C=C1)Cl